2-Chloro-N-{2-[4-(difluoromethyl)-1,3-thiazol-5-yl]-2-{4-[(3-fluoropyridin-2-yl)-oxy]piperidin-1-yl}ethyl}-6-fluorobenzamid ClC1=C(C(=O)NCC(N2CCC(CC2)OC2=NC=CC=C2F)C2=C(N=CS2)C(F)F)C(=CC=C1)F